ClC1=NC=2C=C(C(NC2C=C1C(=O)N1[C@@H](CN(CC1)C(=O)OC(C)(C)C)CCO)=O)C tertbutyl (R)-4-(2-chloro-7-methyl-6-oxo-5,6-dihydro-1,5-naphthyridine-3-carbonyl)-3-(2-hydroxyethyl)piperazine-1-carboxylate